isopropyl-1,7,7-trimethyl-spiro[bicyclo[2.2.1]heptane-2,4'-[1,3]dioxane] C(C)(C)C1OCCC2(O1)C1(CCC(C2)C1(C)C)C